1-[8-(2-chlorophenyl)-9-(4-chlorophenyl)-2-(4-methylpyrazol-1-yl)purin-6-yl]-4-methyl-piperidine-4-carboxamide ClC1=C(C=CC=C1)C=1N(C2=NC(=NC(=C2N1)N1CCC(CC1)(C(=O)N)C)N1N=CC(=C1)C)C1=CC=C(C=C1)Cl